N-((1S,3S)-3-(methyl-(7H-pyrrolo[2,3-d]pyrimidin-4-yl)amino)-cyclobutyl)propane-1-sulfonamide HCl Cl.CN(C1CC(C1)NS(=O)(=O)CCC)C=1C2=C(N=CN1)NC=C2